ClC1=CC=C(C=C1)S(=O)(=O)/C=C/CNC(=O)C=1C(NC=2CCN(CC2C1)C(=O)OC1CCN(CC1)C(C)=O)=O 1-acetylpiperidin-4-yl 3-{[(2E)-3-(4-chlorobenzenesulfonyl) prop-2-en-1-yl] carbamoyl}-2-oxo-1,2,5,6,7,8-hexahydro-1,6-naphthyridine-6-carboxylate